(rac)-tert-butyl {[3-(3-hydroxypropoxy)-5-nitrobenzyl](methyl)oxido-λ6-sulfanylidene}carbamate OCCCOC=1C=C(C[S@](=O)(C)=NC(OC(C)(C)C)=O)C=C(C1)[N+](=O)[O-] |r|